C(C1=CC=CC=C1)OC=1C(=C(C=C2C(=NC(=NC12)SCCCCCCCCCCCC)N1[C@@H]2CN([C@H](C1)C2)C(=O)OC(C)(C)C)C2CC2)C2=C1C=NN(C1=CC(=C2C)F)C2OCCCC2 tert-butyl (1S,4S)-5-{8-(benzyloxy)-6-cyclopropyl-2-(dodecylsulfanyl)-7-[6-fluoro-5-methyl-1-(oxan-2-yl)-1H-indazol-4-yl]quinazolin-4-yl}-2,5-diazabicyclo[2.2.1]heptane-2-carboxylate